COC=1C=C(C=CC1)C1=CC(=NN1CC1=C(C=CC=C1)OC(C)C)CO (5-(3-methoxyphenyl)-1-[[2-(propan-2-yloxy)phenyl]-methyl]-1H-pyrazol-3-yl)-methanol